di-n-butoxydimethoxytitanium C(CCC)O[Ti](OC)(OC)OCCCC